2-(((4-Bromophenyl)(methyl)amino)methyl)-1-(tert-butoxycarbonyl)-6-cyanoindoline-3-carboxylic acid BrC1=CC=C(C=C1)N(C)CC1N(C2=CC(=CC=C2C1C(=O)O)C#N)C(=O)OC(C)(C)C